di-n-propyl sulfate CCCOS(=O)(=O)OCCC